C(C)C1=CC=2C=CC(=NC2NC1=O)CN1CCN(CC1)C=1C=CC(=NC1)C(=O)NC 5-(4-((6-ethyl-7-oxo-7,8-dihydro-1,8-naphthyridin-2-yl)methyl)piperazin-1-yl)-N-methylpyridineamide